CN(C)CC[C@@H](C1=CC=CS1)O (S)-N,N-dimethyl-3-hydroxy-3-(2-thienyl)propanamine